2-(2-chloro-6-cyclopropylpyridin-4-yl)-5-fluorobenzaldehyde ClC1=NC(=CC(=C1)C1=C(C=O)C=C(C=C1)F)C1CC1